2,3,4-tri-O-benzoyl-6-O-dibenzylphosphoryl-α-D-mannose C(C1=CC=CC=C1)(=O)O[C@@H]1[C@@H](O)O[C@@H]([C@H]([C@@H]1OC(C1=CC=CC=C1)=O)OC(C1=CC=CC=C1)=O)COP(=O)(CC1=CC=CC=C1)CC1=CC=CC=C1